1-(Pyrimidin-5-yl)ethan-1-amine N1=CN=CC(=C1)C(C)N